(S)-1-(3-(4-amino-3-((1-ethyl-1H-benzo[d]imidazol-5-yl)ethynyl)-7-propionyl-1H-pyrazolo[4,3-c]pyridin-1-yl)pyrrolidin-1-yl)prop-2-en-1-one NC1=NC=C(C2=C1C(=NN2[C@@H]2CN(CC2)C(C=C)=O)C#CC2=CC1=C(N(C=N1)CC)C=C2)C(CC)=O